BrC1=CC=C(C=C1)NC(=S)OC1CN(C1)C=1C(=C(C(=O)OC)C=CC1)N1C=CC=C1 Methyl 3-(3-(((4-bromophenyl)thiocarbamoyl)oxy) azetidin-1-yl)-2-(1H-pyrrol-1-yl)benzoate